C(CCC)C(COC1=CC=C(C=C1)C1=CC=C(C=C1)C1=CC=C(C=C1)C1=CC=C(C=C1)OCC(CCCCCC)CCCC)CCCCCC 4,4'''-Bis-(2-butyloctyloxy)-p-quaterphenyl